ClC1=NC=C(C(=N1)Cl)C=1C=NN(C1)CC(F)(F)F 2,4-dichloro-5-(1-(2,2,2-trifluoroethyl)-1H-pyrazol-4-yl)pyrimidine